2-((5-Bromo-2-((2-methoxy-5-methyl-4-(4-methylpiperazin-1-yl)phenyl)amino)pyrimidin-4-yl)amino)-4-fluorophenylpropan-2-ol BrC=1C(=NC(=NC1)NC1=C(C=C(C(=C1)C)N1CCN(CC1)C)OC)NC1=C(C=CC(=C1)F)CC(C)O